17-iodo-androst-5,16-diene-3beta-ol IC=1[C@]2(C)[C@@H](CC1)[C@@H]1CC=C3C[C@H](CC[C@]3(C)[C@H]1CC2)O